CC1(C2C3C(CCC3C(CCC21)C)C)C 1,1,4,7-tetramethyl-1a,2,3,4,4a,5,6,7,7a,7b-decahydrocyclopropa[e]azulene